1-((R)-4-(5-((R)-8-(3-methoxyphenyl)-7,8-dihydro-6H-pyrrolo[2',1':2,3]imidazo[4,5-b]pyridin-2-yl)pyrimidin-2-yl)-2-methylpiperazin-1-yl)ethanone COC=1C=C(C=CC1)[C@H]1CCC2=NC=3C(=NC(=CC3)C=3C=NC(=NC3)N3C[C@H](N(CC3)C(C)=O)C)N21